C(CCCCCCCC)C(CCCCCCCCC\C=C/C\C=C/CCCCC)N1CCCC1 1-[(11Z,14Z)-1-nonylicosa-11,14-dien-1-yl]pyrrolidin